3-(4-(2-amino-6-(4-fluorophenyl)-5-(4-methylquinazolin-6-yl)pyridin-3-yl)-1H-pyrazol-1-yl)propanamide NC1=NC(=C(C=C1C=1C=NN(C1)CCC(=O)N)C=1C=C2C(=NC=NC2=CC1)C)C1=CC=C(C=C1)F